(2S,4R)-1-(3-acetylbenzoyl)-4-hydroxy-N-(4-(oxazol-5-yl)benzyl)pyrrolidine-2-carboxamide C(C)(=O)C=1C=C(C(=O)N2[C@@H](C[C@H](C2)O)C(=O)NCC2=CC=C(C=C2)C2=CN=CO2)C=CC1